2-butyloctyl 6-(2-(decanoyloxy)ethyl)-3-ethyl-12-hexyl-10-oxo-9,11-dioxa-3,6-diazahexadecan-16-oate C(CCCCCCCCC)(=O)OCCN(CCN(CC)CC)CCOC(OC(CCCC(=O)OCC(CCCCCC)CCCC)CCCCCC)=O